Ethyl-3-{2-chloro-4-fluoro-5-[3-methyl-2,6-dioxo-4-(trifluoromethyl)-3,6-dihydropyrimidin-1(2H)-yl]phenyl}-5-methyl-4,5-dihydro-1,2-oxazole C(C)C1C(=NOC1C)C1=C(C=C(C(=C1)N1C(N(C(=CC1=O)C(F)(F)F)C)=O)F)Cl